methyl 4-methyl-2,3-dihydro-1H-pyrrolo[3,2-c]pyridine-6-carboxylate CC1=NC(=CC2=C1CCN2)C(=O)OC